COC(=O)C=1CC2(CC2)CCC1C1=CC=C(C=C1)Cl 6-(4-Chlorophenyl)spiro[2.5]oct-5-ene-5-carboxylic acid methyl ester